(S)-N-(sec-butyl)-1-(3-(4-methoxyphenyl)-1,2,4-oxadiazol-5-yl)piperidine-4-carboxamide [C@H](C)(CC)NC(=O)C1CCN(CC1)C1=NC(=NO1)C1=CC=C(C=C1)OC